6-chloro-7,9-difluoro-2,3,4,5-tetrahydro-1H-1-benzazepine ClC1=C(C=C(C2=C1CCCCN2)F)F